(((5S,7S,8R)-8-Fluoro-3-(5-(2-hydroxypropan-2-yl)pyrazin-2-yl)-7-methyl-2-oxo-1-oxa-3-azaspiro[4.5]decan-7-yl)methyl)-1H-benzo[d]imidazole-6-carbonitrile Copper (I) iodide [Cu]I.F[C@H]1[C@](C[C@]2(CN(C(O2)=O)C2=NC=C(N=C2)C(C)(C)O)CC1)(C)CN1C=NC2=C1C=C(C=C2)C#N